1,4-Dihydro-2,6-dimethyl-4-(3-nitrophenyl)pyridine-3,5-dicarboxylic acid monomethyl ester COC(=O)C1=C(NC(=C(C1C1=CC(=CC=C1)[N+](=O)[O-])C(=O)O)C)C